5-chloro-6-fluoroindol ClC=1C=C2C=CNC2=CC1F